1-bromo-2-hexyldecane BrCC(CCCCCCCC)CCCCCC